N-(3-fluoro-4-(trifluoromethyl)benzylidene)-2-methylpropane-2-sulfinamide FC=1C=C(C=NS(=O)C(C)(C)C)C=CC1C(F)(F)F